C1(=CC=CC=C1)C1(C(C1)C(=O)OCCCBr)C1=CC=CC=C1 bromopropyl 2,2-diphenylcyclopropanecarboxylate